COC(=O)C=1C2=C(N=CC1C=1C=NN(C1C)CC13CC4CC(CC(C1)C4)C3)N(C=C2)C=2C=NC(=C(C2)F)NC2=NC=CC=C2 5-(1-(adamantan-1-ylmethyl)-5-methyl-1H-pyrazol-4-yl)-1-(5-fluoro-6-(pyridin-2-ylamino)pyridin-3-yl)-1H-pyrrolo[2,3-b]pyridine-4-carboxylic acid methyl ester